N-(2-ethyl-1-(m-tolyl)cyclopropyl)-4-(trifluoromethoxy)benzenesulfonamide C(C)C1C(C1)(C=1C=C(C=CC1)C)NS(=O)(=O)C1=CC=C(C=C1)OC(F)(F)F